O=C1NC(CCC1N1C(C2=CC=C(C=C2C1=O)N1CCC(CC1)CN1CCN(CC1)CCN1CCN(CC1)C1=NC=CC(=C1)C1=NNC2=CC=C(C=C12)[N+](=O)[O-])=O)=O 2-(2,6-dioxo-3-piperidyl)-5-[4-[[4-[2-[4-[4-(5-nitro-1H-indazol-3-yl)-2-pyridyl]piperazin-1-yl]ethyl]piperazin-1-yl]methyl]-1-piperidyl]isoindoline-1,3-dione